nickel-tin oxide [Sn]=O.[Ni]